O=C1NC(CCC1N1C(C2=CC=C(C=C2C1=O)N1CCN(CC1)CCCCCCCOC1=CC=C(C=C1)\C(=C(\CC)/C1=CC=CC=C1)\C1=CC=C(C=C1)O)=O)=O (Z)-2-(2,6-Dioxopiperidin-3-yl)-5-(4-(7-(4-(1-(4-hydroxyphenyl)-2-phenylbut-1-en-1-yl)phenoxy)heptyl)piperazin-1-yl)isoindolin-1,3-dion